2-METHYL-5-PROPYL-2-CYCLOHEXENONE CC=1C(CC(CC1)CCC)=O